S1C(=NC2=C1C=CC=C2)NC2=C(C=C(N=N2)N(C)C=2SC(=C(N2)C(=O)O)N2CCCCC2)C ({6-[(1,3-benzothiazol-2-yl)amino]-5-methylpyridazin-3-yl}(methyl)amino)-5-(piperidin-1-yl)-1,3-thiazole-4-carboxylic acid